{4-[4-amino-7-(1-methylpiperidin-4-yl)pyrrolo[2,1-f][1,2,4]triazin-5-yl]-3-fluorophenyl}-2-oxo-1-phenyl-1,2-dihydropyridine-3-carboxamide NC1=NC=NN2C1=C(C=C2C2CCN(CC2)C)C2=C(C=C(C=C2)C2=C(C(N(C=C2)C2=CC=CC=C2)=O)C(=O)N)F